1-{[1-(trifluoromethyl)cyclopropyl]Carbonyl}-L-prolinamide monohydrochloride Cl.FC(C1(CC1)C(=O)N1[C@@H](CCC1)C(=O)N)(F)F